5-(3-(((1R,2R)-2-hydroxy-2-methylcyclohexyl)amino)-5-methyl-1,2,4-triazin-6-yl)benzothiophene-4-ol O[C@]1([C@@H](CCCC1)NC=1N=NC(=C(N1)C)C1=CC=C2C(C=CS2)=C1O)C